C(C1=CC=CC=C1)SC1=CC=C(C=C1)N(C(C(F)(F)F)=O)C[C@H](CC1=CC=CC=C1)NC(C1=CC=C(C=C1)F)=O (S)-N-(1-(N-(4-(benzylthio)phenyl)-2,2,2-trifluoroacetamido)-3-phenylpropan-2-yl)-4-fluorobenzamide